(5,7-Difluoroquinolin-6-yl)-methanol FC1=C2C=CC=NC2=CC(=C1CO)F